7-fluoro-4-((2-methoxypyridin-4-yl)amino)-1H-indole-2-carboxylic acid FC=1C=CC(=C2C=C(NC12)C(=O)O)NC1=CC(=NC=C1)OC